5-bromo-2-iodo-3-(2-methoxyethoxy)pyridine BrC=1C=C(C(=NC1)I)OCCOC